4-(4-((1R,5S)-3,8-diazabicyclo[3.2.1]octan-3-yl)-2-((hexahydroindolizin-8a(1H)-yl)methoxy)quinazolin-7-yl)naphthalen-2-ol [C@H]12CN(C[C@H](CC1)N2)C2=NC(=NC1=CC(=CC=C21)C2=CC(=CC1=CC=CC=C21)O)OCC21CCCCN1CCC2